O[C@H](C(=O)NCC1=CC=C(C=C1)OC)C (S)-2-hydroxy-N-(4-methoxybenzyl)propionamide